BrC1=CC2=C(C(=NS2(=O)=O)N(\N=C\C=2C=C3C(C(NC3=CC2)=O)(CC)CC)CCOC)C=C1 5-[(E)-[(6-bromo-1,1-dioxo-1,2-benzothiazol-3-yl)-(2-methoxyethyl)hydrazono]methyl]-3,3-diethyl-indolin-2-one